quinolinenitrile N1=C(C=CC2=CC=CC=C12)C#N